BrC1=CC=C(C=C1)SC1=CC(=NC=C1)C#N 4-((4-bromophenyl)thio)pyridinecarbonitrile